CC(CO)(C)O 2-methyl-1,2-propandiol